para-chloromethyl-vinyl-benzenesulfonic acid ClCC1=CC(=C(C=C1)S(=O)(=O)O)C=C